NC1=C(C=C(C=C1F)C(=O)C1=CC=C2C(=CC=CN12)C1=C(C2=C(N(C(=N2)C)C)C=C1C(F)F)Cl)F (4-amino-3,5-difluorophenyl)(8-(4-chloro-6-(difluoromethyl)-1,2-dimethyl-1H-benzo[d]imidazol-5-yl)indolizin-3-yl)methanone